C(C(C)C)C1=CC=C(C=C1)C(C)=O 1-(4-Isobutylphenyl)ethanon